C(\C=C\C1=CC(OC)=C(O)C=C1)(=O)OCCCCCCCCCCCCCCCCCC Stearyl Ferulate